16-(3-tetrahydropyran-2-yloxypropylsulfanyl)hexadecanoic acid O1C(CCCC1)OCCCSCCCCCCCCCCCCCCCC(=O)O